5-Amino-1-(3-fluorophenyl)-3-[4-[[(2-methoxybenzoyl)amino]methyl]phenyl]pyrazole-4-carboxamide Tert-butyl-(2-methyl-1-oxo-1-((pyridin-2-ylmethyl)amino)propan-2-yl)carbamate C(C)(C)(C)N(C(O)=O)C(C(NCC1=NC=CC=C1)=O)(C)C.NC1=C(C(=NN1C1=CC(=CC=C1)F)C1=CC=C(C=C1)CNC(C1=C(C=CC=C1)OC)=O)C(=O)N